CN(C1CCC(CC1)NC=1N=CC2=C(N1)N(C(C(=C2)C=2C=CC(=NC2)NS(=O)(=O)C2=C(C=CC=C2)C(F)(F)F)=O)C(C)C)C N-(5-(2-(((1r,4r)-4-(Dimethylamino)cyclohexyl)amino)-8-isopropyl-7-oxo-7,8-dihydropyrido[2,3-d]pyrimidin-6-yl)pyridin-2-yl)-2-(trifluoromethyl)benzenesulfonamide